NC1=NC(=C2C(=N1)N(N=C2)CC2=C(C=CC=C2F)F)C2=CC=CC(=N2)C#N 6-(6-amino-1-(2,6-difluorobenzyl)-1H-pyrazolo[3,4-d]pyrimidin-4-yl)pyridinecarbonitrile